IC1=NN(C=C1C)C=1C=C2CCN(C(C2=CC1)=O)C(=O)OC(C)(C)C tert-butyl 6-(3-iodo-4-methyl-1H-pyrazol-1-yl)-1-oxo-3,4-dihydroisoquinoline-2(1H)-carboxylate